P(=O)(OCCCN(C)C)([O-])[O-] (3-(dimethylamino)propyl) phosphate